1-(methoxymethyl)-3-(((2R,3S)-2-methyloxetan-3-yl)oxy)-1H-pyrazol-4-amine COCN1N=C(C(=C1)N)O[C@@H]1[C@H](OC1)C